hept-3-en CCC=CCCC